(5-chloro-1-methyl-1H-indol-2-yl)-(4-(5-phenyl-oxazol-2-carbonyl)piperidin-1-yl)methanone ClC=1C=C2C=C(N(C2=CC1)C)C(=O)N1CCC(CC1)C(=O)C=1OC(=CN1)C1=CC=CC=C1